ClC=1C(=NC(=NC1)N[C@H]1CN(CC1)C(=O)C1=CC=C(C=N1)N(C(C=C)=O)C)OC (R)-N-(6-(3-((5-chloro-4-methoxypyrimidin-2-yl)amino)pyrrolidine-1-carbonyl)pyridin-3-yl)-N-methylacrylamide